2-(tert-butoxycarbonylamino)-4-[4-(pentafluoro-λ6-sulfanyl)phenyl]butanoic acid C(C)(C)(C)OC(=O)NC(C(=O)O)CCC1=CC=C(C=C1)S(F)(F)(F)(F)F